C(C)(C)(C)C=1C=C(N(N1)CC(=O)OCC)NC(=O)NC1=CC=C(C2=CC=CC=C12)OCCN1CCOCC1 1-[5-tert-butyl-2-(ethoxycarbonylmethyl)-2H-pyrazol-3-yl]-3-[4-(2-morpholin-4-yl-ethoxy)naphthalen-1-yl]-urea